tetraazapentadecane-9,13,15-tricarboxylic acid NNNNCCCCC(CCCC(CCC(=O)O)C(=O)O)C(=O)O